BrC1=C2C(=NC=C1)N(C=C2)COCC[Si](C)(C)C 2-[(4-bromopyrrolo[2,3-b]pyridin-1-yl)methoxy]ethyl-trimethyl-silane